C(C)OC(C)=O.C(C)O[Zr](OCC)OCC triethoxyzirconium (ethyl)acetate